COC1=C(C=C(C=C1)N1CC(CCC1)OC)S(=O)(=O)NC(=O)C1=NC2=CC=CC(=C2C=C1)N1N=CC=C1 N-((2-methoxy-5-(3-methoxypiperidin-1-yl)phenyl)sulfonyl)-5-(1H-pyrazol-1-yl)quinoline-2-carboxamide